C(C(C)(C)C)(=O)OCOC(NC1=NC=NN2C1=CC=C2[C@@]2(O[C@@H]([C@H]([C@H]2O)O)COC(CC2(CCCCC2)N)=O)C#N)=O (((7-((2R,3R,4S,5R)-5-((2-(1-aminocyclohexyl)acetoxy)methyl)-2-cyano-3,4-dihydroxytetrahydrofuran-2-yl)pyrrolo[2,1-f][1,2,4]triazin-4-yl)carbamoyl)oxy)methyl pivalate